4-(5-((5-cyano-4-(4-fluorophenyl)thiazol-2-yl)(isopropyl)amino)-6-ethylimidazo[2,1-b]Thiazol-2-yl)piperidine-1-carboxylate C(#N)C1=C(N=C(S1)N(C1=C(N=C2SC(=CN21)C2CCN(CC2)C(=O)[O-])CC)C(C)C)C2=CC=C(C=C2)F